CN(C=1C(C(C1NCCC(F)(F)F)=O)=O)CC1=NC=C(C=C1)C1=NOC(=N1)C(F)(F)F 3-(methyl((5-(5-(trifluoromethyl)-1,2,4-oxadiazol-3-yl)pyridin-2-yl)methyl)amino)-4-((3,3,3-trifluoropropyl)amino)cyclobut-3-ene-1,2-dione